OC1=C(C=C(C=C1)C1=CC=CC=C1)C=O 4-Hydroxy-(1,1'-biphenyl)-3-carbaldehyde